4-[3-cyano-5-(trifluoromethyl)phenoxy]-2,5-difluoro-N-(1,2,4-thiadiazol-5-yl)benzene-1-sulfonamide C(#N)C=1C=C(OC2=CC(=C(C=C2F)S(=O)(=O)NC2=NC=NS2)F)C=C(C1)C(F)(F)F